O[C@H](CC(=O)NN)C (S)-3-hydroxybutanehydrazide